methyl 8-(2-((tert-butoxycarbonyl)amino)ethoxy)-6-fluoro-1-methyl-4-carbonyl-1,4-dihydroquinoline-2-carboxylate C(C)(C)(C)OC(=O)NCCOC=1C=C(C=C2C(C=C(N(C12)C)C(=O)OC)=C=O)F